3-(2-hydroxyphenyl)-4-(4-methoxyphenyl)-6-phenyl-2H-pyran-2-one OC1=C(C=CC=C1)C=1C(OC(=CC1C1=CC=C(C=C1)OC)C1=CC=CC=C1)=O